OC1=C(OC2=CC(=C(C=C2C1)OC)OC)C=1C=NN(C1)C 3-hydroxy-6,7-dimethoxy-2-(1-methyl-1H-pyrazol-4-yl)-4H-chromen